C(C)OC(CC(C=1C=NC(=CC1)OC)C=1SC=C(N1)/C=C/CC1N(C2=NC=CC=C2C=C1)C(=O)OC1=CC=CC=C1)=O phenyl (E)-2-(3-(2-(3-ethoxy-1-(6-methoxypyridin-3-yl)-3-oxopropyl)thiazol-4-yl)allyl)-1,8-naphthyridine-1(2H)-carboxylate